4-(6-(2,7-dimethylpyrazolo[1,5-a]pyridine-5-carboxamido)-5-fluoropyridin-3-yl)-2,2-dimethylpiperazine-1-carboxylic acid tert-butyl ester C(C)(C)(C)OC(=O)N1C(CN(CC1)C=1C=NC(=C(C1)F)NC(=O)C1=CC=2N(C(=C1)C)N=C(C2)C)(C)C